3-methoxy-N-methyl-4-{[3-(4-{[(1R,4R)-4-{2-oxa-7-azaspiro[3.5]nonan-7-yl}cyclohexyl]amino}-1-(2,2,2-trifluoroethyl)-1H-indol-2-yl)prop-2-yn-1-yl]amino}benzene-1-sulfonamide COC=1C=C(C=CC1NCC#CC=1N(C2=CC=CC(=C2C1)NC1CCC(CC1)N1CCC2(COC2)CC1)CC(F)(F)F)S(=O)(=O)NC